CC1=NC2=C(N1C1C(NC(CC1)=O)=O)C=CC(=C2)N2CCNCC2 3-(2-Methyl-5-(piperazin-1-yl)-1H-benzo[d]imidazol-1-yl)piperidine-2,6-dione